2,3-dihydro-benzofuran-5-carboxylic acid [2-((R)-3-hydroxy-pyrrolidin-1-yl)-benzoxazol-5-yl]-amide O[C@H]1CN(CC1)C=1OC2=C(N1)C=C(C=C2)NC(=O)C=2C=CC1=C(CCO1)C2